[Cl-].[Cl-].C[Si](=[Zr+2](C1C(=CC2=C(C=3CCCC3C=C12)C1=CC=C(C=C1)C(C)(C)C)C)C1C(=CC2=C(C=3CCCC3C=C12)C1=CC=C(C=C1)C(C)(C)C)C)C rac-dimethylsilanediylbis[2-methyl-4-(4-tert-butylphenyl)-1,5,6,7-tetrahydro-s-indacen-1-yl]zirconium dichloride